Methylimidazo[1,2-b]Pyridazine-6-carboxylic acid methyl ester COC(=O)C=1C=CC=2N(N1)C=C(N2)C